1-((S)-1-phenylethyl)-1H-1,2,3-triazol C1(=CC=CC=C1)[C@H](C)N1N=NC=C1